FC1(CCN(CC1)C1=NC(=CC(=N1)C1=NN=C(O1)C=1C=CC(=NC1N1CCC2(CC2)CC1)NS(=O)(=O)CCO)C)F N-(5-(5-(2-(4,4-Difluoropiperidin-1-yl)-6-methylpyrimidin-4-yl)-1,3,4-oxadiazol-2-yl)-6-(6-azaspiro[2.5]octan-6-yl)pyridin-2-yl)-2-hydroxyethane-1-sulfonamide